tert-butyl (S)-4-(2-chloro-7-(8-chloronaphthalen-1-yl)-5H-pyrano[2,3-d]pyrimidin-4-yl)-2-(cyanomethyl)piperazine-1-carboxylate ClC=1N=C(C2=C(N1)OC(=CC2)C2=CC=CC1=CC=CC(=C21)Cl)N2C[C@@H](N(CC2)C(=O)OC(C)(C)C)CC#N